CO[SiH](OC)OC Trimethoxy-silane